CC1=NC2=CC=C(C=C2C(N1)=O)I 2-methyl-6-iodoquinazolin-4(3H)-one